(1-((5-(3-bromophenyl)isoxazol-3-yl)methyl)piperidin-4-yl)methanol BrC=1C=C(C=CC1)C1=CC(=NO1)CN1CCC(CC1)CO